(cis)-3-((4-(4-ethynyl-2-fluorophenyl)phthalazin-1-yl)amino)-1-methylcyclobutane-1-ol C(#C)C1=CC(=C(C=C1)C1=NN=C(C2=CC=CC=C12)NC1CC(C1)(O)C)F